N=1C=CN2C1C(=CC=C2)C=2C=CC(=C(C2)NC2=NC=NC1=CC(=C(C=C21)OC2CCN(CC2)C(C=C)=O)OC)OC 1-(4-((4-((5-(imidazo[1,2-a]pyridin-8-yl)-2-methoxyphenyl)amino)-7-methoxy-quinazolin-6-yl)oxy)piperidin-1-yl)prop-2-en-1-one